NC1(CCN(CC1)C1=NC(=C2C(=N1)NN=C2C2=C(C(=CC=C2)Cl)Cl)C(=O)N)C=2C=NC(=CC2)Cl 6-(4-Amino-4-(6-chloropyridin-3-yl)piperidin-1-yl)-3-(2,3-dichlorophenyl)-1H-pyrazolo[3,4-d]pyrimidine-4-carboxamide